O=C1N(C(C2=CC=CC=C12)=O)C(C(=O)O)C 2-(1,3-dioxo-1,3-dihydro-2H-isoindol-2-yl)propionic acid